5-methylene-N-methyl-piperidine iodonium salt [IH2+].C=C1CCCN(C1)C